m-isopropenyl-α,α-dimethylbenzylisocyanate C(=C)(C)C=1C=C(C(C)(C)N=C=O)C=CC1